NC=1C2=C(N=CN1)N(C(=C2C2=CC=C(C=C2)OC2=CC=CC=C2)C#CC2CCN(CC2)C(C=C)=O)C2CCOCC2 1-(4-((4-amino-5-(4-phenoxyphenyl)-7-(tetrahydro-2H-pyran-4-yl)-7H-pyrrolo[2,3-d]pyrimidin-6-yl)ethynyl)piperidin-1-yl)prop-2-en-1-one